(E)-N-(4-(1-(6-(4-(7-((2-(2,6-dioxopiperidin-3-yl)-1-oxoisoindoline-5-yl)thio)heptyl)piperazin-1-yl)pyridazin-3-carbonyl)piperidin-4-yl)butyl)-3-(pyridin-3-yl)acrylamide O=C1NC(CCC1N1C(C2=CC=C(C=C2C1)SCCCCCCCN1CCN(CC1)C1=CC=C(N=N1)C(=O)N1CCC(CC1)CCCCNC(\C=C\C=1C=NC=CC1)=O)=O)=O